(4-{4-[5-({[(1R)-1-(2-chlorophenyl)ethoxy]carbonyl}amino)-1-methyl-1H-1,2,3-triazol-4-yl]piperidin-1-yl}phenyl)cyclopropane-1-carboxylate ClC1=C(C=CC=C1)[C@@H](C)OC(=O)NC1=C(N=NN1C)C1CCN(CC1)C1=CC=C(C=C1)OC(=O)C1CC1